C(C=C)(=O)OCCCCCCCCC[Si](Br)(Br)Br acryloyloxynonyl-tribromosilane